2,3-bis(diphenylphosphino)maleic anhydride C1(=CC=CC=C1)P(/C=1/C(=O)OC(\C1\P(C1=CC=CC=C1)C1=CC=CC=C1)=O)C1=CC=CC=C1